C(C)(C)(C)OC(=O)N1C[C@@H](C[C@@H](C1)F)N (3R,5S)-3-amino-5-fluoropiperidine-1-carboxylic acid tert-butyl ester